ethyl 4-oxo-1H-quinoline-2-carboxylate O=C1C=C(NC2=CC=CC=C12)C(=O)OCC